ethylene glycol monovinyl ether C(=C)OCCO